(4-(3,4-dichlorophenyl)-2-(morpholinomethyl)piperazine-1-carbonyl)-1,8-naphthyridin-2(1H)-one ClC=1C=C(C=CC1Cl)N1CC(N(CC1)C(=O)N1C(C=CC2=CC=CN=C12)=O)CN1CCOCC1